2-(5-(((1S,2S,3R,5R)-2-fluoro-8-azabicyclo[3.2.1]octan-3-yl)(methyl)amino)pyrazin-2-yl)-5-(3-methyl-1,2,4-oxadiazol-5-yl)phenol F[C@H]1[C@@H]2CC[C@H](C[C@H]1N(C=1N=CC(=NC1)C1=C(C=C(C=C1)C1=NC(=NO1)C)O)C)N2